CC=1SC(=CC1)SC 2-methyl-5-(methylthio)-thiophene